FC(N1C2=C(C=3C=CC(=CC13)C=1C=C(C(=NC1)N1CC3(CN(C3)CCCOC=3C=C4C(N(C(C4=CC3)=O)C3C(NC(CC3)=O)=O)=O)CCC1)F)C=NC=C2)F 5-(3-(6-(5-(5-(difluoromethyl)-5H-pyrido[4,3-b]indol-7-yl)-3-fluoropyridin-2-yl)-2,6-diazaspiro[3.5]nonan-2-yl)propoxy)-2-(2,6-dioxopiperidin-3-yl)isoindoline-1,3-dione